2,6-dihydroxy-4-methylbenzyl alcohol OC1=C(CO)C(=CC(=C1)C)O